OCC1=CC=C(C=C1)B(O)O [4-(hydroxymethyl)phenyl]Boronic acid